ClC1=C(C=CC=C1C1C(NC(CC1)=O)=O)C1=CC=C(C=C1)C(C)(C)N1C(CCCC1)=O 3-(2-chloro-4'-(2-(2-oxopiperidin-1-yl)propan-2-yl)-[1,1'-biphenyl]-3-yl)piperidine-2,6-dione